4-(8-fluoro-4-methylquinolin-3-yl)-2,2-dimethylquinazoline-1(2H)-carbonitrile FC=1C=CC=C2C(=C(C=NC12)C1=NC(N(C2=CC=CC=C12)C#N)(C)C)C